C1(CC1)CSC1=CC(=C(C=C1OC)CCN)OC 2-[4-[(cyclopropylmethyl)thio]-2,5-dimethoxyphenyl]ethylamine